4-((6-((4-(3-cyclopentyl-2-methyl-2H-indazol-5-yl)-5-fluoropyrimidin-2-yl)amino)pyridin-3-yl)methyl)piperazine-1-carbaldehyde C1(CCCC1)C=1N(N=C2C=CC(=CC12)C1=NC(=NC=C1F)NC1=CC=C(C=N1)CN1CCN(CC1)C=O)C